C(C)(=O)C1=CC(=CN2C1=NC(=CC2=O)N2CCCCC2)C 9-acetyl-7-methyl-2-(piperidin-1-yl)-4H-pyrido[1,2-a]pyrimidin-4-one